1,1-bis(4-hydroxy-3-phenylphenyl)cyclohexane OC1=C(C=C(C=C1)C1(CCCCC1)C1=CC(=C(C=C1)O)C1=CC=CC=C1)C1=CC=CC=C1